6-amino-2,5-dimethyl-4,5-dihydro-[1,2,4]triazolo[4,3-a]quinoxalin-1(2H)-one NC1=C2N(CC=3N(C2=CC=C1)C(N(N3)C)=O)C